4-(2,6,6-trimethyl-cyclohex-1-en-1-yl)butan-2-one CC1=C(C(CCC1)(C)C)CCC(C)=O